(6-chloro-3-methyl-4-(4-(methylamino)piperidin-1-yl)-2-oxo-2,3-dihydro-1H-benzo[d]Imidazol-1-yl)piperidine-2,6-dione ClC=1C=C(C2=C(N(C(N2C)=O)N2C(CCCC2=O)=O)C1)N1CCC(CC1)NC